The molecule is the monosaccharide sulfate formed by sulfating D-glucosamine at O(6). It is a glucosamine sulfate and an amino monosaccharide. It is a conjugate acid of a 6-O-sulfonato-D-glucosamine. C([C@@H]1[C@H]([C@@H]([C@H](C(O1)O)N)O)O)OS(=O)(=O)O